OC1=C(N(C=CC1=O)C[C@H](C1=CC=C(C=C1)C)O)C (S)-3-hydroxy-1-(2-hydroxy-2-(p-tolyl)ethyl)-2-methylpyridin-4(1H)-one